N[C@@H](C(=O)OC)CNC(C1=CC(=CC(=C1)F)C1=C(C=NN1CC)C(F)F)=O (R)-methyl 2-amino-3-(3-(4-(difluoromethyl)-1-ethyl-1H-pyrazol-5-yl)-5-fluorobenzamido)propanoate